4-((tert-butyldimethylsilyl)oxy)benzaldehyde [Si](C)(C)(C(C)(C)C)OC1=CC=C(C=O)C=C1